4-(5-methylpyridin-3-yl)isoindolin-1-one CC=1C=C(C=NC1)C1=C2CNC(C2=CC=C1)=O